C=CC=CCCCC Octandiene